methyl ({4-chloro-5-(6-fluoropyridin-3-yl)-1-[3-(methylsulfinyl)pyridin-2-yl]-1H-pyrazol-3-yl}oxy)(methoxy)acetate ClC=1C(=NN(C1C=1C=NC(=CC1)F)C1=NC=CC=C1S(=O)C)OC(C(=O)OC)OC